4-(3-ethyl-5-(piperidin-4-yl)-1H-indol-2-yl)-3-isopropyl-1H-pyrrolo[2,3-b]pyridine C(C)C1=C(NC2=CC=C(C=C12)C1CCNCC1)C1=C2C(=NC=C1)NC=C2C(C)C